N-((1r,4r)-4-hydroxycyclohexyl)-2-(3-phenylpropyl)cyclopropane-1-carboxamide OC1CCC(CC1)NC(=O)C1C(C1)CCCC1=CC=CC=C1